ClC1=NN2C(N=C(C=C2)N2[C@H](CC(C2)=O)C2=C(C=CC(=C2)F)F)=C1NC(=S)N[C@@H]1[C@@H](C1)F 1-(2-chloro-5-((R)-2-(2,5-difluorophenyl)-4-oxopyrrolidin-1-yl)pyrazolo[1,5-a]pyrimidin-3-yl)-3-((1S,2R)-2-fluorocyclopropyl)thiourea